C(C)N(CCC1=CNC2=CC(=CC=C12)OC1OC(C(C(C1O)O)O)CO)CC 2-((3-(2-(diethylamino)ethyl)-1H-indol-6-yl)oxy)-6-(hydroxymethyl)tetrahydro-2H-pyran-3,4,5-triol